ClC1=CC2=C(C=N1)C(N(C2)CC2=C(C=C(C=C2)OC)OC)=O 6-chloro-2-(2,4-dimethoxybenzyl)-1,2-dihydro-3H-pyrrolo[3,4-c]pyridin-3-one